1-(t-butylperoxy)-3,3,5-trimethylcyclohexane C(C)(C)(C)OOC1CC(CC(C1)C)(C)C